C(C1=CC=CC=C1)N1C(C2=CC=C(C=C2C=C1)C1=C(C=CC=C1)F)=O 2-benzyl-6-(2-fluorophenyl)isoquinolin-1(2H)-one